methyl (1-methylpyrrolidin-3-yl)4-methylbenzenesulfonate CN1CC(CC1)C1=C(C=CC(=C1)C)S(=O)(=O)OC